(6-(1-(3-Fluorophenyl)-2-oxo-2-(thiazol-2-ylamino)ethyl)-5-oxo-6,7-dihydro-5H-pyrrolo[3,4-b]pyridin-3-yl)boronic acid FC=1C=C(C=CC1)C(C(NC=1SC=CN1)=O)N1CC2=NC=C(C=C2C1=O)B(O)O